2-((1-(2-(3-azabicyclo[3.1.0]hexan-3-yl)-6-methyl-3-(methyl-d3)-4-oxo-3,4-dihydro-quinazolin-8-yl)ethyl)amino)benzoic acid C12CN(CC2C1)C1=NC2=C(C=C(C=C2C(N1C([2H])([2H])[2H])=O)C)C(C)NC1=C(C(=O)O)C=CC=C1